CC1=CC=C(C=C1)S(=O)(=O)N=CC1=CC=C(C=C1)CC1=CC(=CC=C1)C 4-methyl-N-(4-(3-methylbenzyl)benzylidene)benzenesulfonamide